O=C(CCC)N1CCCC1 1-OXO-1-PYRROLIDIN-1-YLBUTAN